NC=1C=C(C=CC1)S(=O)=NC (3-aminophenyl)-(methylimino)-λ6-sulfanone